C1(CC1)C1=CC=C2CCCNC2=C1 7-cyclopropyl-1,2,3,4-tetrahydroquinoline